NC1=NC=C(C=C1C1=C(C=C(C=C1)NC(=O)C=1C(C(=C(N(C1)C)C(=O)N)C1=CC=C(C=C1)F)=O)F)C1=CC(=C(C=C1)OC)OC N5-(4-(2-amino-5-(3,4-dimethoxyphenyl)pyridin-3-yl)-3-fluorophenyl)-3-(4-fluorophenyl)-1-methyl-4-oxo-1,4-dihydropyridine-2,5-dicarboxamide